1-(5-Fluoro-3-methylbenzofuran-2-yl)-2-methylpropan-1-ol FC=1C=CC2=C(C(=C(O2)C(C(C)C)O)C)C1